4-(benzyloxy)-1-cyclopropyl-2-nitrobenzene C(C1=CC=CC=C1)OC1=CC(=C(C=C1)C1CC1)[N+](=O)[O-]